NC1=NC(=C(C=C1C=1C=C2CCNC(C2=CC1)=O)C1=CC=C(C=C1)C1(CCNCC1)O)F 6-(2-Amino-6-fluoro-5-(4-(4-hydroxypiperidin-4-yl)phenyl)pyridin-3-yl)-3,4-dihydroisoquinolin-1(2H)-one